FC1=C(C=C(C=C1)OC=1C(=C2C=CNC2=CC1F)CCCCO)C=1NC=C(N1)C(CC(=O)O)(C)C1=CC(=CC=C1)I 3-(2-(2-Fluoro-5-((6-fluoro-4-(4-hydroxybutyl)-1H-indol-5-yl)oxy)phenyl)-1H-imidazol-4-yl)-3-(3-iodophenyl)butanoic acid